OC=1C=C2C[C@@H](C(=CC2=CC1)C=O)C (3S)-6-hydroxy-3-methyl-3,4-dihydronaphthalene-2-carbaldehyde